CCC(CCC)NC1CC(CCC1)N N-(Hexane-3-yl)cyclohexane-1,3-diamine